3,3-difluoro-4-(4,4,5,5-tetramethyl-1,3,2-dioxaborolan-2-yl)-3,6-dihydropyridine-1(2H)-carboxylic acid tert-butyl ester C(C)(C)(C)OC(=O)N1CC(C(=CC1)B1OC(C(O1)(C)C)(C)C)(F)F